ClC=1C(=C(C=CC1)C=1C=C2C(=NN1)NC[C@@H]1N2CCN(C1)C1=NC=C(C=N1)C1CCN(CC1)C1CC2(C1)CCC(CC2)C(=O)O)O (S)-2-(4-(2-(2-(3-chloro-2-hydroxyphenyl)-6a,7,9,10-tetrahydro-5H-pyrazino[1',2':4,5]pyrazino[2,3-c]pyridazin-8(6H)-yl)pyrimidin-5-yl)piperidin-1-yl)spiro[3.5]nonane-7-carboxylic acid